(R)-3-(Methoxymethyl)-1-tritylpiperazine COC[C@H]1CN(CCN1)C(C1=CC=CC=C1)(C1=CC=CC=C1)C1=CC=CC=C1